tert-butyl-6-chloro-3-(2,3-dichlorophenyl)-2-(difluoromethyl)-3,4-dihydro-pyrimidin-4-one C(C)(C)(C)C=1C(N(C(=NC1Cl)C(F)F)C1=C(C(=CC=C1)Cl)Cl)=O